NC(C(=O)O)C(C1=CC=CC=C1)C1=CNC2=CC=CC=C12 2-amino-3-(1H-indol-3-yl)-3-phenylpropanoic acid